(4-bromophenyl)-2-((4-chlorophenyl-ethyl)amino)-2-phenylacetamide BrC1=CC=C(C=C1)C(C(=O)N)(C1=CC=CC=C1)NCCC1=CC=C(C=C1)Cl